C1=C(C=CC2=CC=CC=C12)C1=CC=C(C=C1)N(C1=CC=C(C=C1)C1=CC2=C(N=C(O2)C2=CC=CC=C2)C=C1)C1=CC=C(C=C1)C1=CC2=C(N=C(O2)C2=CC=CC=C2)C=C1 N-(4-naphthalen-2-yl-phenyl)-N,N-bis{4-(2-phenyl-benzooxazol-6-yl)-phenyl}-amine